C(#N)C1CC(CCC1)C#N 1,3-dicyanocyclohexane